1-(2-(2-aminoethoxy)ethyl)-N-(5-(3,5-difluorobenzyl)-1H-indazol-3-yl)-1H-pyrazole-5-carboxamide NCCOCCN1N=CC=C1C(=O)NC1=NNC2=CC=C(C=C12)CC1=CC(=CC(=C1)F)F